tert-butyl (1R,5S)-3-(2-(methylthio)-6-oxo-5,6-dihydropyrido[3,2-d]pyrimidin-4-yl)-3,8-diazabicyclo[3.2.1]octane-8-carboxylate CSC=1N=C(C2=C(N1)C=CC(N2)=O)N2C[C@H]1CC[C@@H](C2)N1C(=O)OC(C)(C)C